C(C)(C)(C)OC(=O)N1CC2=CC(=CC=C2CC1)OCC1=CC=C(C=C1)S(=O)(=O)C 7-((4-(methanesulfonyl)benzyl)oxy)-3,4-dihydroisoquinoline-2(1H)-carboxylic acid tert-butyl ester